NCC1CCC(CC1)COCC(=O)O 2-((4-(aminomethyl)cyclohexyl)methoxy)acetic acid